imidazo[2,1-f][1,2,4]triazine-2,4(1H,3H)-dione N1N2C(C(NC1=O)=O)=NC=C2